2-phenylaminoadenosine C1(=CC=CC=C1)NC=1N=C(C=2N=CN([C@H]3[C@H](O)[C@H](O)[C@@H](CO)O3)C2N1)N